2-[1-(2,4-dichlorophenyl)ethylamino]-5-propyl-4H-[1,2,4]triazolo[1,5-a]pyrimidin-7-one ClC1=C(C=CC(=C1)Cl)C(C)NC1=NN2C(NC(=CC2=O)CCC)=N1